FC1=C(C(=O)N2CCC(CC2)CN2CCN(CC2)CC(=O)N2CCN(CC2)C(=O)C=2C=C(C=CC2F)CC2=NNC(C3=CC=CC=C23)=O)C(=CC(=C1)C=1C=NC=CC1)F 4-[[3-[4-[2-[4-[[1-[2,6-difluoro-4-(3-pyridyl)benzoyl]-4-piperidyl]methyl]piperazin-1-yl]acetyl]piperazine-1-carbonyl]-4-fluoro-phenyl]methyl]-2H-phthalazin-1-one